tert-butyl 4-[4-[[6-(2,6-dichlorophenyl)-8-isopropyl-5-oxo-pyrido[4,3-d]pyrimidin-2-yl]amino]pyrazol-1-yl]piperidine-1-carboxylate ClC1=C(C(=CC=C1)Cl)N1C(C2=C(N=C(N=C2)NC=2C=NN(C2)C2CCN(CC2)C(=O)OC(C)(C)C)C(=C1)C(C)C)=O